2-((4-methyl-2-(trifluoromethyl)pyrimidin-5-yl)sulfonyl)-N-(2-oxaspiro[3.3]heptan-6-yl)-2-azaspiro[3.3]heptan-6-amine CC1=NC(=NC=C1S(=O)(=O)N1CC2(C1)CC(C2)NC2CC1(COC1)C2)C(F)(F)F